C(#CC)C1(CCCCC1)O 1-(Prop-1-yn-1-yl)cyclohexan-1-ol